1-hydroxytetrahydropurine ON1CNC2NC=NC2=C1